BrC1=CC(N(C=C1F)C)=O 4-bromo-5-fluoro-1-methylpyridin-2(1H)-one